The molecule is a 1,2-diacyl-sn-glycero-3-phosphate(2-) obtained by deprotonation of the phosphate OH groups of 1-heptadecanoyl-2-arachidonoyl-sn-glycero-3-phosphate; major species at pH 7.3. It is a conjugate base of a 1-heptadecanoyl-2-arachidonoyl-sn-glycero-3-phosphate. CCCCCCCCCCCCCCCCC(=O)OC[C@H](COP(=O)([O-])[O-])OC(=O)CCC/C=C\\C/C=C\\C/C=C\\C/C=C\\CCCCC